Cl.CN(C(C)=O)[C@H]1CNCC1 N-methyl-N-[(3R)-pyrrolidin-3-yl]acetamide hydrochloride